COC1=CC=C(C=C1)CON=C(C)C=1C=C(OCC(=O)OC)C=CC1 methyl 2-(3-{N-[(4-methoxyphenyl)methoxy]ethanimidoyl}phenoxy)acetate